C1(CC1)OC=1C(=NC(=CC1)NC)C=O 3-CYCLOPROPOXY-6-(METHYLAMINO)PICOLINALDEHYDE